C(C)(C)NC(O[C@H]1C[C@H](CC1)C1=CC(=NN1)NC1=NC=CN=C1C)=O (1R,3S)-3-(3-((3-methylpyrazin-2-yl)amino)-1H-pyrazol-5-yl)cyclopentyl isopropylcarbamate